NC=1SC(=C(N1)C)C=1C=C2CN(C(C2=C(C1)S(=O)(=O)C)=O)[C@@H](C)C1CC1 (S)-5-(2-amino-4-methylthiazol-5-yl)-2-(1-cyclopropylethyl)-7-(methylsulfonyl)isoindolin-1-one